dimethylamino-2-(3-methyl-[1,2,4]oxadiazol-5-yl)-6-(4-nitrophenyl)-pyridine CN(C)C=1C(=NC(=CC1)C1=CC=C(C=C1)[N+](=O)[O-])C1=NC(=NO1)C